S(=O)(=O)(O)O hydrogen (hydrogen sulfate)